P(=O)(OC(C)(C)C)(OC(C)(C)C)OCN1C(C(=CC(=C1C)N1CN(C2=C(C1=O)C=C(C=N2)C(F)(F)F)C2=C(C=C(C=C2)OC(F)(F)F)C)C)=O di-tert-butyl ((3,6-dimethyl-5-(1-(2-methyl-4-(trifluoromethoxy)phenyl)-4-oxo-6-(trifluoromethyl)-1,4-dihydropyrido[2,3-d]pyrimidin-3(2H)-yl)-2-oxopyridin-1(2H)-yl)methyl) phosphate